1-[3-(tert-Butoxycarbonylamino)propyl]-1-(2-tert-butoxy-2-keto-ethyl)piperidin-1-ium-4-carboxylic acid C(C)(C)(C)OC(=O)NCCC[N+]1(CCC(CC1)C(=O)O)CC(=O)OC(C)(C)C